C(C)(C)(C)N(C(O)=O)[C@H]1CC=C(CC1)C1=C2C(=NC(=C1F)NC1=NC(=CC(=C1)NC)C)CCO2.O(OCCCCCCS)S |r| dioxa-1,8-octanedithiol tert-butyl-N-[rac-(1R)-4-[6-fluoro-5-[[6-methyl-4-(methylamino)-2-pyridyl]amino]-2,3-dihydrofuro[3,2-b]pyridin-7-yl]cyclohex-3-en-1-yl]carbamate